3-(4-fluorophenoxymethyl)-2-{[5-methyl-2-(pyrimidin-2-yl)phenyl]carbonyl}-2-azabicyclo[3.1.1]heptane FC1=CC=C(OCC2N(C3CC(C2)C3)C(=O)C3=C(C=CC(=C3)C)C3=NC=CC=N3)C=C1